3-(4-(4-(2-(1-aminopiperidin-4-yl)butyl)piperazin-1-yl)phenyl)piperidine-2,6-dione NN1CCC(CC1)C(CN1CCN(CC1)C1=CC=C(C=C1)C1C(NC(CC1)=O)=O)CC